O=C1NC2=C(OC1)C=C(C=C2)C(=O)N 3-oxo-3,4-dihydro-2H-benzo[b][1,4]oxazine-7-carboxamide